(R)-2-oxo-1-phenyl-2-(phenylamino)ethyl 3-amino-6-(1-(1-(tert-butoxycarbonyl)piperidin-4-yl)-1H-pyrazol-4-yl)pyrazine-2-carboxylate NC=1C(=NC(=CN1)C=1C=NN(C1)C1CCN(CC1)C(=O)OC(C)(C)C)C(=O)O[C@@H](C(NC1=CC=CC=C1)=O)C1=CC=CC=C1